(R)-2-hydroxy-2-(4-methoxyphenyl)acetic acid methyl ester COC([C@@H](C1=CC=C(C=C1)OC)O)=O